C(C1=CC=CC=C1)N1CCC(CC1)(C#N)C1=CC(=NC=C1Cl)Cl 1-benzyl-4-(2,5-dichloro-4-pyridyl)piperidine-4-carbonitrile